OC1C(OC(C1O)CO)C#N 3,4-dihydroxy-5-(hydroxymethyl)tetrahydrofuran-2-carbonitrile